3,7-dimethyl-2,7-octadienyl Propionate C(CC)(=O)OCC=C(CCCC(=C)C)C